ClC1=C(C=CC=C1)C1=C(C=CC(=C1)C(C)O)S(=O)(=O)N1CCC(CC1)(C(=O)N[C@H](C)\C=C/S(=O)(=O)C)F 1-((2'-chloro-5-(1-hydroxyethyl)-[1,1'-biphenyl]-2-yl)sulfonyl)-4-fluoro-N-((R,Z)-4-(methylsulfonyl)but-3-en-2-yl)piperidine-4-carboxamide